((5-((3-bromobenzyl)thio)-4-phenyl-4H-1,2,4-triazol-3-yl)methyl)-9H-carbazole BrC=1C=C(CSC=2N(C(=NN2)CC2=CC=CC=3C4=CC=CC=C4NC23)C2=CC=CC=C2)C=CC1